CON=C(C(=O)NC)C(=CC)C 2-(methoxyimino)-N,3-dimethylpent-3-enamide